NC1=C2O[C@@H](C=3C=C(C=CC3C(N(CC3=NN(C(=C3C(C=N1)=C2)C#N)CCCCCCBr)C)=O)F)C (16R)-19-amino-4-(6-bromohexyl)-13-fluoro-8,16-dimethyl-9-oxo-17-oxa-4,5,8,20-tetraazatetracyclo[16.3.1.02,6.010,15]docosa-1(22),2,5,10(15),11,13,18,20-octaene-3-carbonitrile